NC1=NC=C(C=C1O[C@@H](C)C=1C=C(C(=O)NC2=CC(=CC=C2)Cl)C=CC1)Cl (S)-3-(1-((2-amino-5-chloropyridin-3-yl)oxy)ethyl)-N-(3-chlorophenyl)benzamide